tert-butyl N-methyl-N-[(3R)-1-(2-methyl-7-{[2-methyl-8-(morpholin-4-yl)imidazo[1,2-a]pyrazin-6-yl]carbamoyl}indazol-4-yl)pyrrolidin-3-yl]carbamate CN(C(OC(C)(C)C)=O)[C@H]1CN(CC1)C=1C2=CN(N=C2C(=CC1)C(NC=1N=C(C=2N(C1)C=C(N2)C)N2CCOCC2)=O)C